(4-(pyrrolidine-1-carbonyl)-phenyl)-phenyl-boronic acid N1(CCCC1)C(=O)C1=CC=C(C=C1)C1=C(C=CC=C1)B(O)O